1-bromo-2,3-dimethyl-4-methylsulfonyloxybenzene BrC1=C(C(=C(C=C1)OS(=O)(=O)C)C)C